N-ethyl-benzamide trifluoroacetate salt FC(C(=O)O)(F)F.C(C)NC(C1=CC=CC=C1)=O